NC1CC(CC1)NC(OC(C)(C)C)=O tert-butyl (3-aminocyclopentyl)carbamate